2-[2-[tert-butyl-(dimethyl)silyl]oxyethylamino]acetonitrile C(C)(C)(C)[Si](OCCNCC#N)(C)C